CSC=1N=CNC1 4-(methylthio)-1H-imidazole